ClC=1N=C2C(=C(C(N(C2=CC1)C)=O)C#N)N1C[C@@H]([C@@H](CC1)NC1=CC=C(C=C1)Cl)C 6-chloro-4-[(3S,4R)-4-(4-chloroanilino)-3-methyl-1-piperidinyl]-1-methyl-2-oxo-1,5-naphthyridine-3-carbonitrile